NCC1(CC1)C1=CC=C(C=C1)C1=CC(=CC=C1)N(C1=NC=2N(C3=CC(=CC=C13)Cl)C=NN2)C N-(4'-(1-(aminomethyl)cyclopropyl)-[1,1'-biphenyl]-3-yl)-8-chloro-N-methyl-[1,2,4]triazolo[4,3-a]quinazolin-5-amine